2-benzylidene-1,3-indendione C(C1=CC=CC=C1)=C1C(C2=CC=CC=C2C1=O)=O